3,3'-bis(allyloxy)-[1,1'-biphenyl]-4,4'-diamine C(C=C)OC=1C=C(C=CC1N)C1=CC(=C(C=C1)N)OCC=C